NC1=C(C(N(C(N1)=O)CC#C)=O)NC(CCC1=CC=C(C=C1)I)=O N-(6-Amino-2,4-dioxo-3-(prop-2-yn-1-yl)-1,2,3,4-tetrahydropyrimidin-5-yl)-3-(4-iodo-phenyl)propanamide